3-[3-fluoro-2-(trifluoromethyl)anilino]-2-[3-(2-methoxy-2-methylpropoxy)pyridin-4-yl]-1,5,6,7-tetrahydro-4H-pyrrolo[3,2-c]pyridin-4-one FC=1C(=C(NC2=C(NC3=C2C(NCC3)=O)C3=C(C=NC=C3)OCC(C)(C)OC)C=CC1)C(F)(F)F